(S)-2-((6-((6-Chlorobenzo[d]thiazol-2-yl)methoxy)-5-fluoro-3',6'-dihydro-[2,4'-bipyridin]-1'(2'H)-yl)methyl)-1-(oxetan-2-ylmethyl)-1H-benzo[d]imidazole-6-carboxylic acid ClC1=CC2=C(N=C(S2)COC2=C(C=CC(=N2)C=2CCN(CC2)CC2=NC3=C(N2C[C@H]2OCC2)C=C(C=C3)C(=O)O)F)C=C1